tert-butyl (R)-2-methyl-piperazine-1-carboxylate C[C@H]1N(CCNC1)C(=O)OC(C)(C)C